FC=1C=C(C=C(C1)F)C(C=O)C 3,5-difluorophenylpropionaldehyde